(3R)-3-methyl-4-{3-[3-methyl-1-(oxan-2-yl)-1H-pyrazol-5-yl]-7-(1-methyl-1H-pyrazol-5-yl)-[1,2]thiazolo[4,5-b]pyridin-5-yl}morpholine C[C@H]1N(CCOC1)C1=CC(=C2C(=N1)C(=NS2)C2=CC(=NN2C2OCCCC2)C)C2=CC=NN2C